[Fe].C(C=1C(O)=CC=CC1)=O.C(C=1C(O)=CC=CC1)=O bis(salicylaldehyde) iron